N-(4-((2,3-Dihydro-1H-inden-5-yl)amino)-2-(naphthalen-1-yl)quinazolin-6-yl)-3,4,5-trimethoxybenzamide C1CCC2=CC(=CC=C12)NC1=NC(=NC2=CC=C(C=C12)NC(C1=CC(=C(C(=C1)OC)OC)OC)=O)C1=CC=CC2=CC=CC=C12